Cl.ClCC=1C(=NC=C(C1)C1=CC(=C(C=C1)F)C(F)F)C(F)F 3-(Chloromethyl)-2-(difluoromethyl)-5-(3-(difluoromethyl)-4-fluorophenyl)pyridine hydrochloride Salt